4-(2-{5-[(3R,5R)-3-amino-5-fluoropiperidine-1-carbonyl]-7-methoxy-1-methyl-1H-1,3-benzodiazol-2-yl}-1-(cyclopropylmethyl)-1H-indol-6-yl)-2-methoxyphenol N[C@H]1CN(C[C@@H](C1)F)C(=O)C1=CC2=C(N(C(=N2)C=2N(C3=CC(=CC=C3C2)C2=CC(=C(C=C2)O)OC)CC2CC2)C)C(=C1)OC